CC1(OB(OC1(C)C)C1=CC2=CC=CC=C2C(=C1)C(F)(F)F)C 4,4,5,5-tetramethyl-2-(4-(trifluoromethyl)naphthalen-2-yl)-1,3,2-dioxaborolane